4-(2-((3-fluorophenyl)sulfonyl)propan-2-yl)-N-(isothiazol-5-yl)piperidine-1-carboxamide FC=1C=C(C=CC1)S(=O)(=O)C(C)(C)C1CCN(CC1)C(=O)NC1=CC=NS1